C(C)OC(=O)N1CC2(CC(C2)N2C[C@H]3C([C@H]3C2)C(=O)N2C3(CC3)CC2)CC1 2-[(1r,5s,6r)-6-(4-azaspiro[2.3]hex-4-ylcarbonyl)-3-azabicyclo[3.1.0]hex-3-yl]-6-azaspiro[3.4]octane-6-carboxylic acid ethyl ester